C(C)C=1C(=CC=C2C=C(C=C(C12)C1=C(C=2N=C(N=C(C2C=N1)N1CC(CCCC1)S(=O)(=O)N)OC[C@]12CCCN2C[C@@H](C1)F)F)O)F 1-(7-(8-Ethyl-7-fluoro-3-hydroxynaphthalen-1-yl)-8-fluoro-2-(((2R,7aS)-2-fluorotetrahydro-1H-pyrrolizin-7a(5H)-yl)methoxy)pyrido[4,3-d]pyrimidin-4-yl)azepane-3-sulfonamide